silver-tellurium-antimony [Sb].[Te].[Ag]